Cholestane-3β,5α,6β-triol CC(C)CCC[C@@H](C)[C@H]1CC[C@H]2[C@@H]3C[C@H]([C@]4(C[C@H](CC[C@]4(C)[C@H]3CC[C@]12C)O)O)O